C(CCCCCCCCC=C)(=O)C1=CC=C(C[C@H](N)C(=O)O)C=C1 4-undecylenoyl-phenylalanine